(E)-9-(non-3-ene-1-yl)-10-octylnonadecanedioic acid C(C\C=C\CCCCC)C(CCCCCCCC(=O)O)C(CCCCCCCCC(=O)O)CCCCCCCC